meta-trifluoromethoxyaniline Tert-butyl-(9,20-dioxo-3,6,13,16-tetraoxa-10,19-diazatritriacontyl)carbamate C(C)(C)(C)N(C(O)=O)CCOCCOCCC(NCCOCCOCCNC(CCCCCCCCCCCCC)=O)=O.FC(OC=1C=C(N)C=CC1)(F)F